(R)-N-methyl-5-(4-(trifluoromethyl)phenyl)-5,6,6a,7,9,10-hexahydro-8H-pyrazino[1,2-a]pyrido[3,2-e]pyrazine-8-carboxamide CNC(=O)N1C[C@@H]2N(C3=C(N(C2)C2=CC=C(C=C2)C(F)(F)F)C=CC=N3)CC1